hydrogen peroxide lead-tin [Sn].[Pb].OO